C(C(=O)O)(=O)O.O1CCC12CNCCC2.O2CCC21CNCCC1 1-oxa-6-azaspiro[3.5]nonane hemioxalate